NN1C(=NN=C1)S 4-amino-3-mercapto-1,2,4-triazole